ClC(C(I)(F)Cl)(I)F 1,2-dichloro-1,2-difluoro-1,2-diiodoethane